3,8-diazaspiro[bicyclo[3.2.1]octane-6,1'-cyclopropane] C12(CC1)C1CNCC(C2)N1